isobutyl-pyrazine-2-carboxamide C(C(C)C)C=1C(=NC=CN1)C(=O)N